COC1=CC=C(C=C1)C1=CC=C(C=C1)C#CCNCCC1=CC=C(C=C1)O 4-(2-((3-(4'-methoxy-[1,1'-biphenyl]-4-yl)prop-2-yn-1-yl)Amino)ethyl)phenol